C(C)(C)(C)N(C(O)=O)C1CCN(CC1)CCOCCOCCNC1=C2C(N(C(C2=CC=C1)=O)C1C(NC(CC1)=O)=O)=O.N(C1=CC=CC=C1)C1=NC=C(C(=N1)OC=1C=2C=CNC2C=CC1)C(F)(F)F anilino-4-(1H-indol-4-oxy)-5-trifluoromethyl-pyrimidine tert-butyl-(1-(2-(2-(2-((2-(2,6-dioxopiperidin-3-yl)-1,3-dioxoisoindolin-4-yl)amino)ethoxy)ethoxy)ethyl)piperidin-4-yl)carbamate